O1C=CC2=C1C=CC(=C2)N(C(=O)[C@H]2N(CCC2)C([C@H](C(C)(C)C)NC(=O)C2=CC1=C(S2)C=CC(=C1)C(F)(F)P(O)(O)=O)=O)CCC(=O)N(C)C ((2-(((S)-1-((S)-2-(benzofuran-5-yl(3-(dimethylamino)-3-oxopropyl)carbamoyl)pyrrolidin-1-yl)-3,3-dimethyl-1-oxobutan-2-yl)carbamoyl)benzo[b]thiophen-5-yl)difluoromethyl)phosphonic acid